FC1=C2C(=C(NC2=C(C=C1)F)C1=CC=C(C=C1)F)CCC(=O)N[C@@H]1C(OCC1)=O 3-[4,7-difluoro-2-(4-fluorophenyl)-1H-indol-3-yl]-N-[(3S)-2-oxotetrahydrofuran-3-yl]Propionamide